OC(COC1=C(C2=CC=C(C=C2C=C1)C1=CC=CC=C1)C1=C(C=CC2=CC(=CC=C12)C1=CC=CC=C1)OCC(C)O)C 2,2'-bis(2-hydroxy-propoxy)-6,6'-diphenyl-1,1'-binaphthalene